ClC=1C(=C(NC=2C3=C(N=CN2)C=NC(=C3)N3CN(CCC3)C(C=C)=O)C=CC1Cl)F 1-[3-[4-(3,4-dichloro-2-fluoro-anilino)pyrido[3,4-d]pyrimidin-6-yl]hexahydropyrimidin-1-yl]prop-2-en-1-one